ClC=1NN(C(=CC1)Cl)CCC1=C(C=CC=C1)F 3,6-Dichloro-N-[2-(2-fluorophenyl)ethyl]pyridazin